[2-(pyrrolidin-3-yl)ethyl]-6α-hydroxymethylandrostane-7,17-dione N1CC(CC1)CCC[C@@]12C(CC[C@H]1[C@@H]1C([C@@H](C3CCCC[C@]3(C)[C@H]1CC2)CO)=O)=O